dibutoxytitanium bis(methyl acetoacetate) CCC(CC(=O)[O-])=O.CCC(CC(=O)[O-])=O.C(CCC)O[Ti+2]OCCCC